COC(C1=CC=C(C=C1)OC1=NC(=CC=C1)N)=O 4-((6-Aminopyridin-2-yl)oxy)benzoic acid methyl ester